ClC1=C(C#N)C=C(C=C1)N1CCNCC1 2-Chloro-5-(piperazin-1-yl)benzonitrile